5-(2-ethoxyphenyl)-1-isopropyl-N-[(3R)-tetrahydrofuran-3-yl]pyrazolo[4,3-b]pyridin-7-amine C(C)OC1=C(C=CC=C1)C1=CC(=C2C(=N1)C=NN2C(C)C)N[C@H]2COCC2